O1CCN(CCC1)C1C(CCC1)OC=1C=C2CN(C(C2=CC1)=O)C1C(NC(CC1)=O)=O 3-(5-((2-(1,4-oxaazepan-4-yl)cyclopentyl)oxy)-1-oxoisoindolin-2-yl)piperidine-2,6-dione